(2r,4r)-4-((6-bromo-3-fluoropyridin-2-yl)methyl)-2-methylpiperidine-4-carboxylic acid methyl ester COC(=O)[C@]1(C[C@H](NCC1)C)CC1=NC(=CC=C1F)Br